[NH4+].FC(C(C(C(C(F)(F)S(=O)(=O)[O-])(F)F)(F)F)(F)F)C(F)(F)F.[NH4+].FC(C(C(C(C(F)(F)S(=O)(=O)[O-])(F)F)(F)F)(F)F)C(F)(F)F ammonium dodecafluorohexyl-sulfonate ammonium